COC=1C=CC=C2CCC(CC12)NC(CC)=O 8-methoxy-2-propionamidotetralin